CCCCCCCCCCCCCCCCCC(C)C isoeicosan